S(C1C(C2=CC=CC=C2C1)O)C1C(C2=CC=CC=C2C1)O 2,2'-thiodiindan-1-ol